6-(5-chloropyridin-2-yl)-7-[(4-methylpiperazin-1-yl)carbonyloxy]-5,6-dihydropyrrolo[3,4-b]pyrazin-5-one ClC=1C=CC(=NC1)N1C(C2=NC=CN=C2C1=O)OC(=O)N1CCN(CC1)C